O=C1N(CCC(N1)=O)C=1C=CC(=NC1)CN1CCN(CC1)C1=CC2=C(N(C(=N2)NC(C2=CC(=CC=C2)C(F)(F)F)=O)C2CCC(CC2)CO)C=C1 N-(5-(4-((5-(2,4-dioxotetrahydropyrimidin-1(2H)-yl)pyridin-2-yl)methyl)piperazin-1-yl)-1-((1s,4s)-4-(hydroxymethyl)cyclohexyl)-1H-benzo[d]imidazol-2-yl)-3-(trifluoromethyl)benzamide